(S)-N-(5-(2-(2-amino-6-methylpyridin-3-yl)-5-(1H-pyrazol-1-yl)-3H-imidazo[4,5-b]pyridin-3-yl)-2,3-dihydro-1H-inden-1-yl)-3-formyl-4-hydroxybenzamide NC1=NC(=CC=C1C1=NC=2C(=NC(=CC2)N2N=CC=C2)N1C=1C=C2CC[C@@H](C2=CC1)NC(C1=CC(=C(C=C1)O)C=O)=O)C